C(C)(C)(C)C=1C=C(C(=CC1)O)C 4-t-butyl-cresol